C(C1=CC=CC=C1)N(C(CO)CC1=C(C=C(C(=C1)OC)CCC)OC)CC1=CC=CC=C1 2-(dibenzylamino)-3-(2,5-dimethoxy-4-propylphenyl)propan-1-ol